2-(2-chlorophenyl)-N-(4-((oxetan-3-yloxy)methyl)-3-sulfamoylphenyl)acetamide ClC1=C(C=CC=C1)CC(=O)NC1=CC(=C(C=C1)COC1COC1)S(N)(=O)=O